CC1=CC[C@H]2C(C[C@@H]2C(CC[C@H]1O)=C)(C)C (1R,3EZ,5R,9S)-4,11,11-trimethyl-8-methylenebicyclo[7.2.0]undec-3-en-5-ol